FC1=C(C(=CC=C1)F)C(C)(C)C1=NOC(=C1)C1=NC(=CC(=N1)O[C@@H]1C[C@H](NCC1)CC#N)O[C@@H](C)[C@H]1N(C[C@@H](C1)F)C 2-[(2R,4S)-4-[(2-{3-[2-(2,6-Difluorophenyl)propan-2-yl]-1,2-oxazol-5-yl}-6-[(1S)-1-[(2S,4R)-4-fluoro-1-methylpyrrolidin-2-yl]ethoxy]pyrimidin-4-yl)oxy]piperidin-2-yl]acetonitrile